FC([C@H]1CN(CC1)C[C@@H](C)[C@H]1CC[C@@H]2CCCC[C@@]12C)F (1R,3aS,7aR,E)-1-((S)-1-((R)-3-(difluoromethyl)pyrrolidin-1-yl)propan-2-yl)-7a-methyl-octahydro-4H-indene